C1(CC1)C1=NC=NC(=C1C1=C(C(=C2C(=N1)CCC2)NCC2=CC=C(C=C2)C=2N(C=C(N2)C(F)(F)F)C)C#N)OC 2-(4-cyclopropyl-6-methoxypyrimidin-5-yl)-4-((4-(1-methyl-4-(trifluoromethyl)-1H-imidazol-2-yl)benzyl)amino)-6,7-dihydro-5H-cyclopenta[b]pyridine-3-carbonitrile